C(C=C)(=O)OCCOCCOCCOCCOCCOCCOCCOCCOCCOCCOCCOCCOCCOCCOCCOC(C=C)=O pentadecaethylene glycol diacrylate